[2-[2-(3,4-Dihydroxyphenyl)vinyl]-8-hydroxyquinolin-7-yl]-pyridin-2-yl-methanone OC=1C=C(C=CC1O)C=CC1=NC2=C(C(=CC=C2C=C1)C(=O)C1=NC=CC=C1)O